N-(4-(1H-pyrazol-4-yl)phenyl)-4-((8-methyl-2,3-dihydro-1H-pyrido[2,3-b][1,4]oxazin-7-yl)amino)-2-oxo-1,2-dihydropyridine-3-carboxamide N1N=CC(=C1)C1=CC=C(C=C1)NC(=O)C=1C(NC=CC1NC1=C(C2=C(OCCN2)N=C1)C)=O